(S)-N2-(5-(2-phenyl-2H-tetrazol-5-yl)thiazol-2-yl)-N6-(piperidin-3-yl)pyrazine-2,6-diamine C1(=CC=CC=C1)N1N=C(N=N1)C1=CN=C(S1)NC1=NC(=CN=C1)N[C@@H]1CNCCC1